CN1N=CC(=C1)CN 1-(1-methyl-1H-pyrazol-4-yl)methylamine